(3-chloroimidazo[1,2-b]pyridazin-6-yl)-N-(2-(4-methylpiperazin-1-yl)pyridin-4-yl)-7H-pyrrolo[2,3-d]pyrimidin-2-amine ClC1=CN=C2N1N=C(C=C2)C=2C1=C(N=C(N2)NC2=CC(=NC=C2)N2CCN(CC2)C)NC=C1